C(#CC)C1(CC1)OC1OCCCC1 2-(1-prop-1-ynylcyclopropoxy)tetrahydropyran